3-(4-ethylphenyl)-1-(N-methyl-pyrrol-2-yl)propan-1-one C(C)C1=CC=C(C=C1)CCC(=O)C=1N(C=CC1)C